O=C1NC(CCC1N1C(C2=CC=C(C=C2C1=O)NC(C(=O)O)CCC=O)=O)=O ((2-(2,6-dioxopiperidin-3-yl)-1,3-dioxoisoindolin-5-yl)amino)-5-oxopentanoic acid